C(C)(C)(C)OC(=O)N1CCN(CC1)C1=NC(=NC(=N1)C1=CC=C(C=C1)N)N1CCOCC1 4-(4-(4-aminophenyl)-6-morpholino-1,3,5-triazin-2-yl)piperazine-1-carboxylic acid tert-butyl ester